C[C@@H]1CN(C[C@@H](C1)NC1=C2C(=NC=C1C=1SC(=CN1)C)NC=C2)CCC#N 3-((3S,5R)-3-methyl-5-((5-(5-methylthiazol-2-yl)-1H-pyrrolo[2,3-b]pyridin-4-yl)amino)piperidin-1-yl)propanenitrile